4-(dimethylamino)-N-[(1s,4s)-4-({2-[ethyl(methyl)amino]-6-(trifluoromethyl)pyrimidin-4-yl}amino)cyclohexyl]benzamide CN(C1=CC=C(C(=O)NC2CCC(CC2)NC2=NC(=NC(=C2)C(F)(F)F)N(C)CC)C=C1)C